(S,E)-11-[(Benzo[b]thiophen-2-ylmethylene)hydrazono]-8-chloro-pyrrolo[2,1-c][1,4]Benzodiazepine S1C2=C(C=C1C=NN=C1N=C3/C(=C/N4C1=CC=C4)/C=CC(=C3)Cl)C=CC=C2